N-cyclohexyl-N-ethyl-3-(2-(trans-4-ethylcyclohexyl)-6-fluoro-1H-benzo[d]imidazol-1-yl)propanamide C1(CCCCC1)N(C(CCN1C(=NC2=C1C=C(C=C2)F)[C@@H]2CC[C@H](CC2)CC)=O)CC